(4R,5S)-5-((S)-5H-Imidazo[5,1-a]isoindol-5-yl)-5,6,7,8-tetrahydro-4H-pyrazolo[1,5-a]azepin-4-ol C=1N=CN2C1C1=CC=CC=C1[C@@H]2[C@H]2[C@H](C=1N(CCC2)N=CC1)O